C1(=CC(=CC=C1)C1OC1)C 2-(m-tolyl)oxirane